BrC1=C(C(=CC2=C1[C@@H]([C@](O2)(C2=CC=CC=C2)C2NCCC2)C)F)Cl 2-((2S,3S)-4-Bromo-5-chloro-6-fluoro-3-methyl-2-phenyl-2,3-dihydrobenzofuran-2-yl)pyrrolidine